tert-butyl 1-(4-(methoxycarbonyl)phenyl)-2-azaspiro[3.3]heptane-2-carboxylate COC(=O)C1=CC=C(C=C1)C1N(CC12CCC2)C(=O)OC(C)(C)C